C(#N)C1=CC(=C(C=C1)OCCCCCCCCCCCP(OCC)(OCC)=O)OCCCCCCCCCCCP(OCC)(OCC)=O tetraethyl (((4-cyano-1,2-phenylene)bis(oxy))bis(undecane-11,1-diyl))bis(phosphonate)